FC(C=1C=CC2=C(CC(O2)C=2C=C(C=CC2)C2=CC(=NO2)O)C1)(F)F 5-(3-(5-(trifluoromethyl)-2,3-dihydrobenzofuran-2-yl)phenyl)isoxazol-3-ol